C(OC(CCCCCCCCCC)CCCCCBr)([O-])=O 5-bromopentylundecyl carbonate